COC1=CC=C(C=C1)[C@H]1[C@@H](CN(CC1)C(=O)OC(C)(C)C)C(=O)OCC |r| (+/-)-trans-1-tert-butyl 3-ethyl 4-(4-methoxyphenyl)piperidine-1,3-dicarboxylate